5-[(6-phenyl-7,8-dihydronaphthalen-1-yl)oxy]pentan-1-ol C1(=CC=CC=C1)C1=CC=2C=CC=C(C2CC1)OCCCCCO